ClC(C(CCl)Cl)(N)N 1,2,3-trichloropropanediamine